methyl 2-(3-iodopropoxy)acetate ICCCOCC(=O)OC